CN(C)C=NS(=O)(=O)C1=C(C=CC(=C1)[N+](=O)[O-])N1N=CC(=N1)C(F)(F)F N-[(dimethylamino)methylene]-5-nitro-2-[4-(trifluoromethyl)-2H-1,2,3-triazol-2-yl]benzenesulfonamide